C1=CC=CC=2C3=CC=CC=C3C(C12)COC(=O)N[C@H](C(=O)NC=1C=CC(=C(CN(C(OCC=C)=O)C)C1)COC(=O)OC1=CC=C(C=C1)[N+](=O)[O-])C allyl (S)-(5-(2-((((9H-fluoren-9-yl)methoxy)carbonyl)amino)propionamido)-2-((((4-nitrophenoxy)carbonyl)oxy)methyl)benzyl)(methyl)carbamate